[Cu].[Sn] Tin copper